[I-].C(C)(C)C1=C(OC(=O)OC[N+]2=CC(=CC=C2)C(NO)=O)C(=CC=C1)C(C)C 1-((((2,6-diisopropylphenoxy)carbonyl)oxy)methyl)-3-(hydroxycarbamoyl)pyridin-1-ium iodide